carbon (i) 5-benzyl-7-methyl-3-(4,4,5,5-tetramethyl-1,3,2-dioxaborolan-2-yl)-4,5-dihydropyrazolo[1,5-a]pyrazin-6(7H)-one C(C1=CC=CC=C1)N1CC=2N(C(C1=O)C)N=CC2B2OC(C(O2)(C)C)(C)C.[C+]